2-[6-[(3R)-3-(methoxymethyl)pyrrolidin-1-yl]pyridazin-3-yl]-3,5-dimethyl-phenol COC[C@H]1CN(CC1)C1=CC=C(N=N1)C1=C(C=C(C=C1C)C)O